aminopurin NC1=NC=C2NC=NC2=N1